3-(5-((2-(3-(cyclopropylmethoxy)azetidin-1-yl)cyclohexyl)oxy)-1-oxoisoindolin-2-yl)piperidine-2,6-dione C1(CC1)COC1CN(C1)C1C(CCCC1)OC=1C=C2CN(C(C2=CC1)=O)C1C(NC(CC1)=O)=O